ClC1=NC=CC(=C1)C#C\C=C/1\C(CN(CC1)C(=O)OCC)(C)C ethyl (4E)-4-[3-(2-chloropyridin-4-yl)prop-2-yn-1-ylidene]-3,3-dimethylpiperidine-1-carboxylate